FC=1C=NN(C1)C1=CC=C(C=N1)CN1CC(C1)C(=O)N ((6-(4-fluoro-1H-pyrazol-1-yl)pyridin-3-yl)methyl)azetidine-3-carboxamide